(1S,1'S)-(-)-(9,9-dimethyl-9H-xanthen-4,5-diyl)bis(naphthalen-2-yl-(phenyl)phosphine) CC1(C2=CC=CC(=C2OC=2C(=CC=CC12)P(C1=CC=CC=C1)C1=CC2=CC=CC=C2C=C1)P(C1=CC=CC=C1)C1=CC2=CC=CC=C2C=C1)C